tert-Butyl (S)-2-[(tert-butoxycarbonyl)amino]-3-[(2-nitrobenzyl)amino]propanoate C(C)(C)(C)OC(=O)N[C@H](C(=O)OC(C)(C)C)CNCC1=C(C=CC=C1)[N+](=O)[O-]